C1(=CC=CC=C1)C1=NN=C(S1)CNC(=O)C=1N=NN(C1)C(C(F)(F)F)C N-((5-phenyl-1,3,4-thiadiazol-2-yl)methyl)-1-(1,1,1-trifluoropropan-2-yl)-1H-1,2,3-triazole-4-carboxamide